2-methyl-7-(6-(3-(trifluoromethyl)piperidine-1-carbonyl)-1,1a,2,7b-tetrahydro-3H-cyclopropa[c][1,8]naphthyridin-3-yl)-[1,2,4]triazolo[4,3-a]pyridin-3(2H)-one CN1N=C2N(C=CC(=C2)N2CC3C(C=4C=C(C=NC24)C(=O)N2CC(CCC2)C(F)(F)F)C3)C1=O